NC1=CC=C(C=C1)C=1N(C(=C([N+]1C)C1=CC=C(C=C1)N)C1=CC=C(C=C1)N)C 2,4,5-tris(4-aminophenyl)-1,3-dimethyl-1H-imidazol-3-ium